CC1=C(N)C(=CC(=C1)Br)C 2,6-dimethyl-4-bromo-aniline